(2,4-Bis(docosyloxy)phenyl)(4-methoxyphenyl)methanol C(CCCCCCCCCCCCCCCCCCCCC)OC1=C(C=CC(=C1)OCCCCCCCCCCCCCCCCCCCCCC)C(O)C1=CC=C(C=C1)OC